FC(S(=O)(=O)C1=C(C=C(C=C1)B1OC(C(O1)(C)C)(C)C)C)F [4-(difluoromethyl-sulfonyl)-3-methyl-phenyl]-4,4,5,5-tetramethyl-1,3,2-dioxaborolane